N-[(2R)-1-ethoxybutan-2-yl]azetidine-3-carboxamide hydrochloride Cl.C(C)OC[C@@H](CC)NC(=O)C1CNC1